C(#N)C(C)C=1N=C(NC1)C 1-Cyanoethyl-2-methylimidazol